NC1=C2C(=NC=N1)N(N=C2C2=CC=C(C=C2)OC2=CC=CC=C2)C2CCN(CC2)CC2=C(C=C(C=C2)F)N2C(NC(CC2)=O)=O 1-(2-((4-(4-amino-3-(4-phenoxyphenyl)-1H-pyrazolo[3,4-d]pyrimidin-1-yl)piperidin-1-yl)methyl)-5-fluorophenyl)dihydropyrimidine-2,4(1H,3H)-dione